5-(2-(4-methoxy-3-(pyridin-4-yl)phenylamino)-5-fluoropyrimidin-4-ylamino)benzo[d]oxazol-2(3H)-one formate salt C(=O)O.COC1=C(C=C(C=C1)NC1=NC=C(C(=N1)NC=1C=CC2=C(NC(O2)=O)C1)F)C1=CC=NC=C1